CC(C=O)CC1=CC=C(C=C1)C 2-methyl-3-(4-methylphenyl)propanal